N-(2-chloro-4-fluoro-benzyl)-8-methylene-5,6,7,8-tetrahydroquinoline-5-carboxamide tert-butyl-3-((2S,3S)-1-methyl-5-oxo-2-(pyridin-3-yl)pyrrolidine-3-carboxamido)propanoate C(C)(C)(C)OC(CCNC(=O)[C@@H]1[C@H](N(C(C1)=O)C)C=1C=NC=CC1)=O.ClC1=C(CNC(=O)C2C=3C=CC=NC3C(CC2)=C)C=CC(=C1)F